O=C1NC(CCC1N1C(C2=CC=C(C=C2C1)CNC(=O)C=1COC2=C(C(=CC=C2C1)F)F)=O)=O N-((2-(2,6-dioxopiperidin-3-yl)-1-oxoisoindolin-5-yl)methyl)-7,8-difluoro-2H-chromene-3-carboxamide